C1CCC2=C(C=C3CCCC3=C12)NC(=O)N=[S@](=O)(N)C1=CN=C(S1)C(C)(C)O (R)-N'-((1,2,3,6,7,8-hexahydro-as-indacen-4-yl)carbamoyl)-2-(2-hydroxypropan-2-yl)thiazole-5-sulfonimidamide